C1(=CC=C(C=C1)C1=NC(=NC(=N1)C1=CC(=CC=C1)N1C2=CC=CC=C2C=2C=CC=CC12)C=1C=CC2=C(OC3=C2C=CC=C3)C1)C1=CC=CC=C1 2-(1,1'-biphenyl-4-yl)-4-[3-(9H-carbazol-9-yl)phenyl]-6-(dibenzofuran-3-yl)-1,3,5-triazine